N-(6-(1-(2-chloroethyl)-7-hydroxy-1H-pyrrolo[2,3-c]pyridin-3-yl)-1-(4-fluoro-2,6-dimethylbenzyl)-1H-indol-4-yl)ethanesulfonamide ClCCN1C=C(C=2C1=C(N=CC2)O)C2=CC(=C1C=CN(C1=C2)CC2=C(C=C(C=C2C)F)C)NS(=O)(=O)CC